1-(tert-butyl)-N-(2-((4-(2-methyl-3-oxo-1,2,3,4-tetrahydroisoquinolin-6-yl)thiazol-2-yl)amino)-2-oxoethyl)-1H-pyrrole-3-carboxamide C(C)(C)(C)N1C=C(C=C1)C(=O)NCC(=O)NC=1SC=C(N1)C=1C=C2CC(N(CC2=CC1)C)=O